(1-(4-methoxyphenyl)-9-methyl-9H-pyrido[3,4-b]indol-3-yl)-4-(pyrrolidin-1-yl)benzamide COC1=CC=C(C=C1)C1=NC(=CC2=C1N(C1=CC=CC=C21)C)C2=C(C(=O)N)C=CC(=C2)N2CCCC2